FC1=CC2=C(C=CS2)C(=C1)N1CCN(CC1)CCC1=CC=C2C=CC(NC2=C1)=O 7-(2-(4-(6-fluorobenzothiophen-4-yl)piperazin-1-yl)ethyl)-quinolin-2(1H)-one